N-(2-(4-Cyanothiazolidin-3-yl)-2-oxoethyl)-6-((4-methylisoxazol-3-yl)methyl)quinoline-4-carboxamide C(#N)C1N(CSC1)C(CNC(=O)C1=CC=NC2=CC=C(C=C12)CC1=NOC=C1C)=O